(E)-1-bromo-4-(furan-2-yl)but-3-en-2-one BrCC(\C=C\C=1OC=CC1)=O